S1C2=C(C=C1)C=CC(=C2)C2=C(C=C1C=C(NC1=C2)CNC(C)=O)Cl N-((6-(benzo[b]thiophen-6-yl)-5-chloro-1H-indol-2-yl)methyl)acetamide